N1(CCC[C@H]2CCCC[C@H]12)C([C@@H](CC(=O)N)N)=O (3R)-4-[(4aR,8aS)-3,4,4a,5,6,7,8,8a-octahydro-2H-quinolin-1-yl]-3-amino-4-oxo-butanamide